C1(CCCCC1)[C@@H](C(CI)=O)NC(OC(C)(C)C)=O tert-butyl (S)-(1-cyclohexyl-3-iodo-2-oxopropyl)carbamate